(6-methoxy-1-methyl-1H-indol-2-yl)(piperazin-1-yl)methanone hydrochloride Cl.COC1=CC=C2C=C(N(C2=C1)C)C(=O)N1CCNCC1